FC1=C(C=CC(=C1)OC)NC1=NC=NC2=CC=C(C=C12)C1=CNC2=NC(=CC=C21)C N-(2-fluoro-4-methoxyphenyl)-6-(6-methyl-1H-pyrrolo[2,3-b]pyridin-3-yl)quinazolin-4-amine